Phthalazin-8(7H)-one C1=NN=CC=2C=CCC(C12)=O